((3-methyl-4-((1-methylbenzimidazol-5-yl)oxy)phenyl)amino)pyrimidin-5-ol 2-n-butoxyethyl-4-(dimethylamino)benzoate C(CCC)OCCC1=C(C(=O)OC=2C=NC(=NC2)NC2=CC(=C(C=C2)OC2=CC3=C(N(C=N3)C)C=C2)C)C=CC(=C1)N(C)C